CC1=NOC(=C1)CC(=O)C1CN(C1)C(=O)OC(C)(C)C tert-Butyl 3-(2-(3-methylisoxazol-5-yl)acetyl)azetidine-1-carboxylate